3-carbonyl-bicyclo[2.2.2]octane C(=O)=C1CC2CCC1CC2